ClC1=CC(=C(C=C1Cl)O)C(C1CCN(CC1)C)O 4,5-dichloro-2-(hydroxy(1-methylpiperidin-4-yl)methyl)phenol